CO\C=C(\C(=O)OC)/OC1=C(C=CC(=C1)N1N=CC(=C1)C(F)(F)F)C methyl (Z)-3-methoxy-2-[2-methyl-5-[4-(trifluoromethyl)pyrazol-1-yl]phenoxy]prop-2-enoate